C1(CC1)C=1N2C=3SC=4CC(CC4C3C=NC(C2=NN1)C)C=O 3-cyclopropyl-7-methyl-16-thia-2,4,5,8-tetraazatetracyclo[8.6.0.02,6.011,15]Hexadeca-1(10),3,5,8,11(15)-pentaene-13-carbaldehyde